IC(CC(=O)OC)(C)C methyl 3-iodo-3-methyl-butanoate